C(C1=CC=CC=C1)(=O)OC1=CC(=CC=C1)C(C)(C)O 3-α-hydroxyisopropylphenyl benzoate